Cl.CNC(N)=O N'-methylurea monohydrochloride